methyl (R)-5-(3-(1-((tert-butoxycarbonyl)amino)cyclopropyl)pyrrolidin-1-yl)pyrazine-2-carboxylate C(C)(C)(C)OC(=O)NC1(CC1)[C@H]1CN(CC1)C=1N=CC(=NC1)C(=O)OC